(E)-6-(4-(2-(5-cyclopropyl-3-(2,6-dichlorophenyl)isoxazol-4-yl)vinyl)piperidin-1-yl)nicotinic acid C1(CC1)C1=C(C(=NO1)C1=C(C=CC=C1Cl)Cl)/C=C/C1CCN(CC1)C1=NC=C(C(=O)O)C=C1